(7-(benzyloxy)-2H-indazol-3-yl)methanol methyl-(R)-6-chloro-3-((1-(3,6-dimethyl-2-(1-methyl-1H-imidazol-2-yl)-4-oxo-3,4-dihydroquinazolin-8-yl)ethyl)amino)picolinate CC1=C(C(=NC(=C1)Cl)C(=O)OCC=1NN=C2C(=CC=CC12)OCC1=CC=CC=C1)N[C@H](C)C=1C=C(C=C2C(N(C(=NC12)C=1N(C=CN1)C)C)=O)C